OCCCCC1(CCC2(OCCO2)CC1)O 8-(4-hydroxybutyl)-1,4-dioxaspiro[4.5]decan-8-ol